2-amino-3,5-dibromobenzohydrazide NC1=C(C(=O)NN)C=C(C=C1Br)Br